8-((3-hydroxyoxetan-3-yl)ethynyl)-1-oxo-2-phenyl-1,2-dihydroisoquinoline OC1(COC1)C#CC=1C=CC=C2C=CN(C(C12)=O)C1=CC=CC=C1